3-(4-methoxybenzoyl)-2-thiazolidinethione COC1=CC=C(C(=O)N2C(SCC2)=S)C=C1